4-[2-amino-4-ethyl-5-(2-methylindazol-6-yl)-3-pyridinyl]phenol NC1=NC=C(C(=C1C1=CC=C(C=C1)O)CC)C=1C=CC2=CN(N=C2C1)C